F[C@H]1C[C@H](N2N=C(N=C21)C(=O)N(C)OC)C2=CC=CC=C2 cis-7-fluoro-N-methoxy-N-methyl-5-phenyl-6,7-dihydro-5H-pyrrolo[1,2-b][1,2,4]triazole-2-carboxamide